(methyl)methylene(cyclopentadienyl)(fluorenyl)hafnium CC=[Hf](C1=CC=CC=2C3=CC=CC=C3CC12)C1C=CC=C1